C1=C(C=CC2=CC=CC=C12)OC(C=C)=O acrylic acid 2-naphthyl ester